1-bromodibenzo[b,D]thiophene BrC1=CC=CC=2SC3=C(C21)C=CC=C3